3-(4-fluoro-3-(trifluoromethyl)phenyl)-5-(2-(3-methylazetidin-1-yl)-2-oxoethyl)thieno[3,2-c]pyridin-4(5H)-one FC1=C(C=C(C=C1)C1=CSC2=C1C(N(C=C2)CC(=O)N2CC(C2)C)=O)C(F)(F)F